FC1=CC=C(C=C1)C(=O)C1=CNC=2N=C(N=C(C21)NC2CCC(CC2)CO)NC2=CC=C(C=C2)N2CCN(CC2)C (4-fluorophenyl)(4-(((1s,4s)-4-(hydroxymethyl)cyclohexyl)amino)-2-((4-(4-methylpiperazin-1-yl)phenyl)amino)-7H-pyrrolo[2,3-d]pyrimidin-5-yl)methanone